N-(o-iodobenzoyl)-2-methylindoleic acid IC1=C(C(=O)N2C(CC3=CC=CC=C23)(C(=O)O)C)C=CC=C1